N-(4-((S*)-2-(4-chloro-3,5-difluorophenyl)propyl)-6-(((R)-1-hydroxy-4-methylpentan-2-yl)amino)-1,3,5-triazin-2-yl)methanesulfonamide ClC1=C(C=C(C=C1F)[C@H](CC1=NC(=NC(=N1)N[C@@H](CO)CC(C)C)NS(=O)(=O)C)C)F |o1:8|